5-(5-((R)-1-(3,5-dichloropyridin-4-yl)ethoxy)-1H-indazol-3-yl)-2-((S)-2-(hydroxymethyl)pyrrolidin-1-yl)nicotinonitrile ClC=1C=NC=C(C1[C@@H](C)OC=1C=C2C(=NNC2=CC1)C=1C=NC(=C(C#N)C1)N1[C@@H](CCC1)CO)Cl